CC1=NC(=NC(=C1)NC)NC=1C=C(C2=C(NC(CO2)=O)C1)OCCCN1CCCC1 6-[[4-methyl-6-(methylamino)pyrimidin-2-yl]amino]-8-(3-pyrrolidin-1-ylpropoxy)-4H-1,4-benzoxazin-3-one